5-(3,5-difluorophenyl)-3-(2'-(4-methylpiperazin-1-yl)-[2,4'-bipyridin]-6-yl)-1H-indazole FC=1C=C(C=C(C1)F)C=1C=C2C(=NNC2=CC1)C1=CC=CC(=N1)C1=CC(=NC=C1)N1CCN(CC1)C